C(C1CO1)N(C1=CC=C(C=C1)OC1=CC=C(C=C1)C)CC1CO1 diglycidyl-4-(4-methylphenoxy)aniline